C(CCC)NCCCC.P(OC(CCCCC(C)C)CCCC)(O)O butylisooctyl phosphite N,N-dibutylamine salt